methyl-(hydroxybenzyl)dipropoxysilane C[Si](OCCC)(OCCC)C(C1=CC=CC=C1)O